(3'S,4'S)-3'-(3,4-dihydroxybenzoyl)-4'-(2,5-dimethoxyphenyl)-5-fluoro-1'-methylspiro[indoline-3,2'-pyrrolidin]-2-one OC=1C=C(C(=O)[C@@H]2C3(N(C[C@@H]2C2=C(C=CC(=C2)OC)OC)C)C(NC2=CC=C(C=C23)F)=O)C=CC1O